1-(2-ethoxy-2-oxoethyl)-4-(ethoxycarbonyl)-2-methylpyridin-1-ium C(C)OC(C[N+]1=C(C=C(C=C1)C(=O)OCC)C)=O